((2S)-6-acetamido-1-((4-(hydroxy (1-methyl-1H-pyrazol-5-yl) methyl) phenyl) amino)-1-oxohexane-2-yl) carbamate C(N)(O[C@H](C(=O)NC1=CC=C(C=C1)C(C1=CC=NN1C)O)CCCCNC(C)=O)=O